FC=1C=C2C(=C(/C(/C2=CC1)=C/C1=CC=C(C=C1)S(=O)C)C)CC(=O)O (Z)-5-fluoro-2-methyl-1-[[4-(methylsulfinyl)phenyl]methylidene]-3-indeneacetic acid